NC1=NC(=CC(=N1)N1CCC2(C[C@H](NC2)C(=O)OCC)CC1)O[C@@H](C(F)(F)F)C1=C(C=C(C=C1)C1=CC(=CC=C1)F)N1N=C(C=C1)C (S)-ethyl 8-(2-amino-6-((R)-2,2,2-trifluoro-1-(3'-fluoro-3-(3-methyl-1H-pyrazol-1-yl)-[1,1'-biphenyl]-4-yl)ethoxy)pyrimidin-4-yl)-2,8-diazaspiro[4.5]decane-3-carboxylate